N-((2R,3S)-2,5-dimethyl-4-oxo-2,3,4,5-tetrahydropyrido[3,2-b]-[1,4]oxazepin-3-yl)-6-methyl-4-oxo-1-phenyl-1,4-dihydropyridazine-3-carboxamide C[C@@H]1[C@@H](C(N(C2=C(O1)C=CC=N2)C)=O)NC(=O)C2=NN(C(=CC2=O)C)C2=CC=CC=C2